Cl[SiH](CF)Cl dichlorofluoromethyl-silane